2-benzyl 1-(tert-butyl) (2R,4R)-5-oxo-4-((4-phenylthiophen-2-yl)methyl)pyrrolidine-1,2-dicarboxylate O=C1[C@H](C[C@@H](N1C(=O)OC(C)(C)C)C(=O)OCC1=CC=CC=C1)CC=1SC=C(C1)C1=CC=CC=C1